(S)-2-((3-chloro-2-((4-chloro-2-fluorobenzyl)oxy)-5,8-dihydro-1,7-naphthyridin-7(6H)-yl)methyl)-1-(oxetan-2-ylmethyl)-1H-benzo[d]imidazole-6-carboxylic acid ClC=1C(=NC=2CN(CCC2C1)CC1=NC2=C(N1C[C@H]1OCC1)C=C(C=C2)C(=O)O)OCC2=C(C=C(C=C2)Cl)F